C[C@@]1(CN(CC1)C(=O)OCC1=CC=CC=C1)[C@H]1N=CCCC1 benzyl (3R)-3-methyl-3-[(2S)-2,3,4,5-tetrahydropyridin-2-yl]pyrrolidine-1-carboxylate